N-(5-(ethylsulfonyl)-6-(2-(trifluoromethyl)pyrazolo[1,5-a]pyrimidin-5-yl)pyridin-2-yl)-N-methylacetamide C(C)S(=O)(=O)C=1C=CC(=NC1C1=NC=2N(C=C1)N=C(C2)C(F)(F)F)N(C(C)=O)C